5-(pyridazin-3-yl)-N-(3-(6-(trifluoromethyl)-1H-benzo[d]imidazol-2-yl)phenyl)pyrimidine N1=NC(=CC=C1)C=1C=NCN(C1)C1=CC(=CC=C1)C1=NC2=C(N1)C=C(C=C2)C(F)(F)F